butyl 2-(5-bromo-2-fluorophenyl)-2-[3-ethyl-2-oxo-4-(trifluoromethyl)pyridin-1-yl]acetate BrC=1C=CC(=C(C1)C(C(=O)OCCCC)N1C(C(=C(C=C1)C(F)(F)F)CC)=O)F